BrC1=CC(=C(N)C(=C1)I)OCCC1OCCO1 4-bromo-2-[2-(1,3-dioxolan-2-yl)ethoxy]-6-iodo-aniline